4-[(5-bromo-2-cyano-phenyl)methyl]piperazine-1-carboxylic acid tert-butyl ester C(C)(C)(C)OC(=O)N1CCN(CC1)CC1=C(C=CC(=C1)Br)C#N